pentacenyl-pyrrole C1(=CC=CC2=CC3=CC4=CC5=CC=CC=C5C=C4C=C3C=C12)C=1NC=CC1